OC1=C2C(C(C(N(C2=CC=C1)C)(C)O)(O)O)(O)O hexahydroxydimethyltetrahydroquinoline